OC1=C(C(=C(C=2COC(C21)=O)C)OC)C/C=C(/CCC(=O)O)\C (4E)-6-(4-hydroxy-6-methoxy-7-methyl-3-oxo-1,3-dihydro-2-benzofuran-5-yl)-4-methylhexa-4-enoic acid